C(CCC)[C@]1(CS(C2=C([C@@H](N1)C1=CC=CC=C1)C=CC(=C2OC)OC)(=O)=O)CC (+)-Trans-3-butyl-3-ethyl-2,3,4,5-tetrahydro-8,9-dimethoxy-5-phenyl-1,4-benzothiazepine 1,1-dioxide